S(=O)(=O)([O-])[O-].[V+4].S(=O)(=O)([O-])[O-] Vanadium (IV) sulfate